FC=1C=C(C=C(C1CNC[C@@H]1NC(CC1)=O)OC)C=1C(=C(C=CC1)C1=C(C(=CC=C1)NC(=O)C1=CN=CN(C1=O)C)C)C (R)-N-(3''-fluoro-5''-methoxy-2,2'-dimethyl-4''-((((5-oxopyrrolidin-2-yl)methyl)amino)methyl)-[1,1':3',1''-terphenyl]-3-yl)-1-methyl-6-oxo-1,6-dihydropyrimidine-5-carboxamide